COC1=C(C=NC=C1)C1=NC(=CC(=C1)C(=O)OC)C methyl 4'-methoxy-6-methyl-[2,3'-bipyridine]-4-carboxylate